S(=O)(=O)(C1=CC=C(N)C=C1)C1=CC=C(N)C=C1 4,4'-sulfonylbis(aniline)